FC=1C=CC(=C(CN(C(C(C)(C)C)=O)CC(NC=2C=C3CC4(C(NC5=NC=CC=C54)=O)CC3=CC2)=O)C1)C=O N-(5-Fluoro-2-formylbenzyl)-N-(2-oxo-2-((2'-oxo-1,1',2',3-tetrahydrospiro[indene-2,3'-pyrrolo[2,3-b]pyridin]-5-yl)amino)ethyl)pivalamide